5-fluoro-6-(oxetan-3-yl)pyridine-3,4-diamine FC=1C(=C(C=NC1C1COC1)N)N